BrC=1C=C(C(=NC1)OCCCN(C)C)NS(=O)(=O)C1=CC=C(C=C1)C(C)(C)C N-(5-Bromo-2-(3-(dimethylamino)propoxy)pyridin-3-yl)-4-(tert-butyl)benzenesulfonamide